ClC=1C=C(C=C(C1OC1=CC=2C3=C(NC2C(=C1F)F)CCOC3(C)C)Cl)N3N=C(C(NC3=O)=O)C#N 2-(3,5-dichloro-4-((6,7-difluoro-1,1-dimethyl-1,3,4,5-tetrahydropyrano[4,3-b]-indol-8-yl)oxy)phenyl)-3,5-dioxo-2,3,4,5-tetrahydro-1,2,4-triazine-6-carbonitrile